ClC=1C=CC(=C(C1)C1=C(C=NC(=C1)C)C(=O)NC=1SC=2C(=NC=C(N2)N2CCC(CC2)CO)N1)OC 4-(5-chloro-2-methoxy-phenyl)-N-[6-[4-(hydroxymethyl)-1-piperidinyl]thiazolo[4,5-b]pyrazin-2-yl]-6-methyl-pyridine-3-carboxamide